(2S,4R)-1-[(2S)-2-amino-3,3-dimethyl-butanoyl]-4-hydroxy-N-[(1R)-2,2,2-trifluoro-1-[4-(4-methylthiazol-5-yl)phenyl]ethyl]pyrrolidine-2-carboxamide N[C@H](C(=O)N1[C@@H](C[C@H](C1)O)C(=O)N[C@@H](C(F)(F)F)C1=CC=C(C=C1)C1=C(N=CS1)C)C(C)(C)C